Methyl (5-(4-methoxy-3-((4-oxo-3,4-dihydrophthalazin-1-yl)methyl)phenyl)-1H-benzoimidazol-2-yl)carbamate COC1=C(C=C(C=C1)C1=CC2=C(NC(=N2)NC(OC)=O)C=C1)CC1=NNC(C2=CC=CC=C12)=O